ethyl (1R,3R,4R)-1-(1,3-dioxoisoindolin-2-yl)-3-fluoro-4-(((trifluoromethyl)sulfonyl)oxy)cyclopentane-1-carboxylate O=C1N(C(C2=CC=CC=C12)=O)[C@]1(C[C@H]([C@@H](C1)OS(=O)(=O)C(F)(F)F)F)C(=O)OCC